C1(CC1)C(C)N1N=CC(=C1)N 1-(1-cyclopropylethyl)-1H-pyrazol-4-amine